FC1=C(C=C(C=C1)OC=1C(=C2C=CNC2=CC1F)C)C=1NC=C(N1)C(CC(CO)O)(O)C1=CC(=CC=C1)I 4-(2-(2-Fluoro-5-((6-fluoro-4-methyl-1H-indol-5-yl)oxy)phenyl)-1H-imidazol-4-yl)-4-(3-iodophenyl)butane-1,2,4-triol